(S)-N-((R)-1-(4-cyanothiophen-2-yl)-2-phenylethyl)-2-methylpropane-2-sulfinamide C(#N)C=1C=C(SC1)[C@@H](CC1=CC=CC=C1)N[S@@](=O)C(C)(C)C